15(S)-Hydroxyeicosatrienoic acid CCCCC[C@@H](/C=C/C=C\C/C=C\CCCCCCC(=O)O)O